CC1=NN(C(C1C(NC1=CC(=CC=C1)C=1OC=CN1)=O)=O)C=1C=C(C(=O)O)C=CC1 3-(3-methyl-4-((3-(oxazol-2-yl)phenyl)carbamoyl)-5-oxo-4,5-dihydro-1H-pyrazol-1-yl)benzoic acid